C1(CC1)N1CCC=C(C1=O)C(=O)OCC 1-cyclopropyl-5-(ethoxycarbonyl)-6-oxo-1,2,3,6-tetrahydropyridin